C1(CC1)C=1N=CSC1 4-Cyclopropylthiazol